NC=1C2=C(N=CN1)N(C(=C2C2=CC=C(C=C2)OC2=CC=CC=C2)C#CC2CCN(CC2)C([C@H](CO)NC(C=C)=O)=O)C N-[(2S)-1-(4-[2-[4-amino-7-methyl-5-(4-phenoxyphenyl)-7H-pyrrolo[2,3-d]pyrimidin-6-yl]ethynyl]piperidin-1-yl)-3-hydroxy-1-oxopropan-2-yl]prop-2-enamide